C(CC(O)(C(=O)OC(C(C)(C)C)CCC)CC(=O)OC(C(C)(C)C)CCC)(=O)OC(C(C)(C)C)CCC tri(2,2-dimethyl-3-hexyl) citrate